1-(5-((1-cyclobutylpiperidin-4-yl)methyl)pyrazolo[1,5-a]pyridin-3-yl)dihydropyrimidine-2,4(1H,3H)-dione C1(CCC1)N1CCC(CC1)CC1=CC=2N(C=C1)N=CC2N2C(NC(CC2)=O)=O